(E)-1-(3-aminophenyl)-3-(5-bromo-2-methoxy-4-methoxymethylphenyl)prop-2-en-1-one Benzyl-(4-(4-(oxetan-2-ylmethyl)piperazin-1-yl)phenethyl)carbamate C(C1=CC=CC=C1)N(C(O)=O)CCC1=CC=C(C=C1)N1CCN(CC1)CC1OCC1.NC=1C=C(C=CC1)C(\C=C\C1=C(C=C(C(=C1)Br)COC)OC)=O